F[C@@H]1[C@@H](CNC1)NC1=CC2=C(N(C=N2)C2=CC=C(C(=N2)N2N=C(C=C2C)C#N)C2OCCC2)C=C1 1-[6-[5-[[(3R,4S)-4-fluoropyrrolidin-3-yl]amino]benzimidazol-1-yl]-3-tetrahydrofuran-2-yl-2-pyridyl]-5-methyl-pyrazole-3-carbonitrile